C1(CC1)C1=CC(=NN1)NC1=NC(=NC=C1)N1CC(CCC1)C(=O)NC 1-[4-[(5-Cyclopropyl-1H-pyrazol-3-yl)amino]pyrimidin-2-yl]-N-methyl-piperidine-3-carboxamide